CN1N=CC(=C1)C1=CC=C(CNC(OC(C)(C)C)=O)C=C1 tert-Butyl (4-(1-methyl-1H-pyrazol-4-yl)benzyl)carbamate